Ethyl 7-(2-chloroacetyl)-6,7,8,9-tetrahydro-5H-imidazo[1,2-d][1,4]diazepine-3-carboxylate ClCC(=O)N1CCN2C(CC1)=NC=C2C(=O)OCC